ClC1=NC(=C(C=C1/C(/N1[C@H](CN(CC1)C(=O)OC(C)(C)C)C)=N/P(=O)(C)NC1=C(C=CC=C1)C(C)C)Cl)C1=C(C=CC=C1)F tert-Butyl (3S)-4-((Z)-(2,5-dichloro-6-(2-fluorophenyl)pyridin-3-yl)((((2-isopropylphenyl)amino)(methyl)phosphoryl)imino)methyl)-3-methylpiperazine-1-carboxylate